2-((4-(6-((4-cyano-2-fluorobenzyl)oxy)pyridin-2-yl)piperazin-1-yl)methyl)-1-(oxazol-2-ylmethyl)-1H-benzo[d]imidazole-6-carboxamide C(#N)C1=CC(=C(COC2=CC=CC(=N2)N2CCN(CC2)CC2=NC3=C(N2CC=2OC=CN2)C=C(C=C3)C(=O)N)C=C1)F